ClC1=CC=C(C(=N1)C(=O)NS(=O)(=O)C)N[C@H](C)C=1C=C(C=C2C(N(C(=NC12)C1[C@H]2CN(C[C@@H]12)C1=NC(=NC=C1)C)C)=O)C 6-chloro-3-(((R)-1-(3,6-dimethyl-2-((1R,5S,6r)-3-(2-methylpyrimidin-4-yl)-3-azabicyclo[3.1.0]hexan-6-yl)-4-oxo-3,4-dihydroquinazolin-8-yl)ethyl)amino)-N-(methylsulfonyl)picolinamide